cadmium lead Zinc [Zn].[Pb].[Cd]